NC=1C=2N(C3=CC(=C(C=C3N1)F)C(=O)N1[C@@H]3[C@H](OCC1)CC=1C=C(C(=CC13)F)OC(F)(F)F)C=NC2 (4-amino-7-fluoroimidazo[1,5-a]quinoxalin-8-yl)((4aS,9aR)-6-fluoro-7-(trifluoromethoxy)-2,3,9,9a-tetrahydroindeno[2,1-b][1,4]oxazin-4(4aH)-yl)methanone